[Ga].FC(C1CCN(CC1)C1=CC=C(N)C=C1)(F)F 4-(4-(trifluoromethyl)piperidin-1-yl)aniline gallium